BrC=1C(OC2=CC(=CC=C2C1)N1CCN(CC1)C(=O)OC(C)(C)C)(C)C tert-butyl 4-(3-bromo-2,2-dimethyl-2H-chromen-7-yl)piperazine-1-carboxylate